6-[2-amino-9-[(2-fluoro-4-nitro-phenyl)methyl]purin-6-yl]pyridine-2-carbonitrile NC1=NC(=C2N=CN(C2=N1)CC1=C(C=C(C=C1)[N+](=O)[O-])F)C1=CC=CC(=N1)C#N